ClC=1C=NC(=C2C(C=C(N(C12)C1=C(C=CC=C1Cl)Cl)CO)=O)OCC1COC1 8-chloro-1-(2,6-dichlorophenyl)-2-(hydroxymethyl)-5-(oxetan-3-ylmethoxy)-1,6-naphthyridin-4(1H)-one